diethylbenzyl-3-(methyldimethoxysilyl)propyl-ammonium chloride [Cl-].C(C)[N+](CCC[Si](OC)(OC)C)(CC1=CC=CC=C1)CC